NCCCCCCC(CCCCCC)N 1,7-diaminotridecane